6-chloro-5-cyclopropyl-N-(piperidin-3-yl)pyridazin-3-amine ClC1=C(C=C(N=N1)NC1CNCCC1)C1CC1